methyl (S)-7-((9H-carbazole-3-carbonyl)glycyl)-1,4-dioxa-7-azaspiro[4.4]nonane-8-carboxylate C1=CC(=CC=2C3=CC=CC=C3NC12)C(=O)NCC(=O)N1CC2(OCCO2)C[C@H]1C(=O)OC